C=CCC(CC=C)O 1,6-heptadien-4-ol